C1(=CC=CC=C1)C=1N=C2N(C=C(C=C2C2=CC=CC=C2)C=2C=C(C=CC2)S(=O)(=O)N)C1 3-(2,8-diphenylimidazo[1,2-a]pyridin-6-yl)benzenesulfonamide